2-(2-(2-isopropylphenyl)-4-methylpiperazin-1-yl)-7-azaspiro[3.5]nonane-7-carboxylic acid tert-butyl ester C(C)(C)(C)OC(=O)N1CCC2(CC(C2)N2C(CN(CC2)C)C2=C(C=CC=C2)C(C)C)CC1